2-{[7-amino-4-(4-amino-3-chlorophenyl)-1-oxo-2,3-dihydro-1H-isoindol-2-yl]methyl}prop-2-enamide NC=1C=CC(=C2CN(C(C12)=O)CC(C(=O)N)=C)C1=CC(=C(C=C1)N)Cl